(4-(2H-1,2,3-triazol-2-yl)-3-(trifluoromethyl)phenyl)-1-(4-oxo-4H-pyrido[1,2-a]pyrimidin-9-yl)-5-cyclopropyl-1H-pyrazole-4-carboxamide N=1N(N=CC1)C1=C(C=C(C=C1)C1=NN(C(=C1C(=O)N)C1CC1)C1=CC=CN2C1=NC=CC2=O)C(F)(F)F